2-amino-4-[(3-bromo-4-isopropoxy-phenyl)methylamino]-6-(2-furyl)pyrimidine-5-carbonitrile NC1=NC(=C(C(=N1)NCC1=CC(=C(C=C1)OC(C)C)Br)C#N)C=1OC=CC1